(2-(4-chlorophenyl)-2-fluoroacetyl)-L-valyl-D-glutamic acid ClC1=CC=C(C=C1)C(C(=O)N[C@@H](C(C)C)C(=O)N[C@H](CCC(=O)O)C(=O)O)F